C[C@H]1CCOCCCC2=CSC(C3=NNC=4C=CC(O1)=CC34)=N2 (12S)-12-methyl-9,13-dioxa-3-thia-18,19,22-triazatetracyclo[12.5.2.12,5.017,20]docosa-1(19),2(22),4,14(21),15,17(20)-hexaene